CN1N=CC(=C1)C=1C=CC=2N(C1)N=CC2N2CCN(CC2)C2=NC=C(C=N2)C(O)C2=NC=CC=C2 (2-{4-[6-(1-methyl-1H-pyrazol-4-yl)pyrazolo[1,5-a]pyridin-3-yl]piperazin-1-yl}pyrimidin-5-yl)(pyridin-2-yl)methanol